ClC1=CC(=C(CC2=C(OC3CCN(CC3)CC3=NC=4C(=NC(=CC4)C(=O)OC)N3C[C@H]3OCC3)C=CC=C2)C=C1)F Methyl (S)-2-((4-(2-(4-chloro-2-fluorobenzyl)phenoxy)piperidin-1-yl)methyl)-3-(oxetan-2-ylmethyl)-3H-imidazo[4,5-b]pyridine-5-carboxylate